N-[6-isopropoxy-2-(4-piperidinyl)indazol-5-yl]-6-(trifluoromethyl)pyridine-2-carboxamide hydrochloride Cl.C(C)(C)OC=1C(=CC2=CN(N=C2C1)C1CCNCC1)NC(=O)C1=NC(=CC=C1)C(F)(F)F